2-(di-tert-butoxyphosphoryl)-7-phenethyl-7,8-dihydro-1,6-naphthyridine-6(5H)-carboxylic acid tert-butyl ester C(C)(C)(C)OC(=O)N1CC=2C=CC(=NC2CC1CCC1=CC=CC=C1)P(=O)(OC(C)(C)C)OC(C)(C)C